4,4-bis(2-ethylhexyl)-4H-silole C(C)C(CC1(C=C[SiH]=C1)CC(CCCC)CC)CCCC